C(C)(C)[C@]1([C@@H](C1)C(=O)OCC)C1=CC=CC=C1 Cis-ethyl 2-isopropyl-2-phenylcyclopropane-1-carboxylate